6-(2-(6-methylpyridin-2-yl)-5,6-dihydrocyclopenta[d]imidazol-1(4H)-yl)imidazo[1,2-a]pyridine-3-carbonitrile CC1=CC=CC(=N1)C1=NC2=C(N1C=1C=CC=3N(C1)C(=CN3)C#N)CCC2